(S)-1-(thiophen-2-yl)ethanamine hydrochloride Cl.S1C(=CC=C1)[C@H](C)N